1-(3-chloro-2-fluorobenzyl)-4-((4-ethyl-3-fluoro-6-((5-methyl-1H-pyrazol-3-yl)amino)pyridin-2-yl)methyl)piperidine-4-carboxylic acid ClC=1C(=C(CN2CCC(CC2)(C(=O)O)CC2=NC(=CC(=C2F)CC)NC2=NNC(=C2)C)C=CC1)F